1,1,1,3,3,3-Hexafluoropropan-2-yl (S)-1-(2-(trifluoromethyl)-5,6,7,8-tetrahydroimidazo[1,2-a]pyrazin-7-carbonyl)-6-azaspiro[2.5]octan-6-carboxylat FC(C=1N=C2N(CCN(C2)C(=O)[C@H]2CC23CCN(CC3)C(=O)OC(C(F)(F)F)C(F)(F)F)C1)(F)F